1-(2-chlorophenyl)-(R,R)-1,2-hexanediol ClC1=C(C=CC=C1)[C@H]([C@@H](CCCC)O)O